2-heptyl-2-methyl-6-nitro-2,3-dihydroimidazo[2,1-b]oxazole C(CCCCCC)C1(CN2C(O1)=NC(=C2)[N+](=O)[O-])C